C=1N=CN2C1C1=CC=CC=C1[C@H]2C2C(CNCC2)O 4-((R)-5H-imidazo[5,1-a]isoindol-5-yl)piperidin-3-ol